C(C)OC(=O)[C@H]1CC(N(CC[C@H]1C1=CC=C(C=C1)OC)C(=O)OC(C)(C)C)C (4S,5R)-5-(4-methoxyphenyl)-2-methylazepan-1,4-dicarboxylic acid 1-tert-butyl 4-ethyl ester